ClC1=C(C=C(OCC(=O)N[C@@H]2CN[C@H](CC2)C=2OC3=C(N2)C=CC(=C3)OC(F)(F)F)C=C1)F 2-(4-chloro-3-fluorophenoxy)-N-[(3S,6R)-6-[6-(trifluoromethoxy)-1,3-benzoxazol-2-yl]piperidin-3-yl]acetamide